Pyridin-3-ylmethyl 4-((4-(2-(6,7-dimethoxy-3,4-dihydroisoquinolin-2(1H)-yl)ethyl)phenyl)carbamoyl)-3-(4-oxo-4H-chromene-2-carboxamido)benzoate COC=1C=C2CCN(CC2=CC1OC)CCC1=CC=C(C=C1)NC(=O)C1=C(C=C(C(=O)OCC=2C=NC=CC2)C=C1)NC(=O)C=1OC2=CC=CC=C2C(C1)=O